NCCC1=CC(=C(C=C1)N1CC2CCC(C1)N2C(=O)OC(C)(C)C)F tert-Butyl 3-(4-(2-aminoethyl)-2-fluorophenyl)-3,8-diazabicyclo[3.2.1]octane-8-carboxylate